trans-tert-butyl (4-((4-(3-(2,6-dioxopiperidin-3-yl)-2-oxo-2,3-dihydrobenzo[d]oxazol-6-yl)piperidin-1-yl)methyl)cyclohexyl)carbamate O=C1NC(CCC1N1C(OC2=C1C=CC(=C2)C2CCN(CC2)C[C@@H]2CC[C@H](CC2)NC(OC(C)(C)C)=O)=O)=O